(spirobifluorenyl)quinazoline C12(C(=CC=C3C4=CC=CC=C4C=C13)C1=NC3=CC=CC=C3C=N1)C=CC=C1C3=CC=CC=C3C=C12